(R)-N-(1-(4-bromophenyl)-2,2,2-trifluoroethyl)tetrahydro-2H-thiopyran-4-carboxamide 1,1-dioxide BrC1=CC=C(C=C1)[C@H](C(F)(F)F)NC(=O)C1CCS(CC1)(=O)=O